benzyl 3-((tert-butoxycarbonyl)amino)-4-methoxypyrrolidine-1-carboxylate C(C)(C)(C)OC(=O)NC1CN(CC1OC)C(=O)OCC1=CC=CC=C1